COC1=CC2=C(N(C=N2)C2=CC=C(C(=N2)N2N=C(C=C2)C(F)(F)F)C(C)O)C=C1OC 1-[6-(5,6-dimethoxybenzimidazol-1-yl)-2-[3-(trifluoromethyl)pyrazol-1-yl]-3-pyridyl]ethanol